OC1=C(C(N(C=C1)C)=O)NC(N[C@@H](CC(=O)OCC)C=1C=C(C=C(C1)C(F)(F)F)C1=CC=CC=C1)=O Ethyl (S)-3-(3-(4-Hydroxy-1-methyl-2-oxo-1,2-dihydropyridin-3-yl)ureido)-3-(5-(trifluoromethyl)biphenyl-3-yl)propanoat